6-hydroxy-5-oxo-1,2,3,5-tetrahydroindolizin-8-carboxylic acid methyl ester COC(=O)C=1C=C(C(N2CCCC12)=O)O